potassium trisec.-butylborohydride C(C)(CC)[BH-](C(C)CC)C(C)CC.[K+]